heneicosyl 4,4'-((3-((3-hydroxypropyl)(4-carbonyl-4-(undecanyloxy)butyl)amino)propyl)azanediyl)dibutyrate OCCCN(CCCN(CCCC(=O)[O-])CCCC(=O)OCCCCCCCCCCCCCCCCCCCCC)CCCC(OCCCCCCCCCCC)=C=O